C(C)OCOC=1C(=C(C=C(C1C1CCCC=C1)O)CCCCC)C 6-(ethoxymethoxy)-5-methyl-4-pentyl-1',2',3',4'-tetrahydro-[1,1'-biphenyl]-2-ol